2-(diphenylhydroxyphosphino)ethyl-triethoxysilane C1(=CC=CC=C1)P(CC[Si](OCC)(OCC)OCC)(O)C1=CC=CC=C1